C(CCCC)OC(CCC(=O)OCCCCCCCC(CCCCCCCOC(CCC(OCCCCC)OCCCCC)=O)N(CCC1N(CCC1)C)C(=O)OCC1=CC=CC=C1)OCCCCC [8-[benzyloxycarbonyl-[2-(1-methylpyrrolidin-2-yl)ethyl]amino]-15-(4,4-dipentoxybutanoyloxy)pentadecyl] 4,4-dipentoxybutanoate